CN1N=CC(=C1)C=1C(CCN(C1)C(=O)OC(C)(C)C)=O tert-butyl 5-(1-methyl-1H-pyrazol-4-yl)-4-oxo-3,4-dihydropyridine-1(2H)-carboxylate